(S)-6-((4-((2-hydroxy-1-phenylethyl)amino)-5-(5-(pyridin-3-yl)-1,3,4-oxadiazol-2-yl)pyrimidin-2-yl)amino)-1-methyl-1,2-dihydro-3H-pyrazolo[3,4-b]pyridin-3-one OC[C@H](C1=CC=CC=C1)NC1=NC(=NC=C1C=1OC(=NN1)C=1C=NC=CC1)NC1=CC=C2C(=N1)N(NC2=O)C